ClC1=C2C(N(C(C2=CC=C1CN1CCNCC1)=O)C1C(NC(CC1)=O)=O)=O 4-chloro-2-(2,6-dioxopiperidin-3-yl)-5-(piperazin-1-ylmethyl)isoindoline-1,3-dione